(1R,3S)-3-{5-[2-(2-formyl-3-hydroxyphenoxy)acetamido]-2H-pyrazol-3-yl}cyclopentyl N-propylcarbamate C(CC)NC(O[C@H]1C[C@H](CC1)C=1NN=C(C1)NC(COC1=C(C(=CC=C1)O)C=O)=O)=O